[Si](C1=CC=CC=C1)(C1=CC=CC=C1)(C(C)(C)C)O[C@H](CC(=O)OCC)CI Ethyl (R)-3-((tert-butyldiphenylsilyl) oxy)-4-iodobutyrate